FC1=C(C=CC(=C1)F)C1=C(C=C2C(=NC(N3C2=C1SC[C@H](C3)O)=O)N3[C@H](CN(CC3)C(=O)OC(C)(C)C)C)C(F)(F)F tert-Butyl (3S)-4-((3S)-11-(2,4-difluorophenyl)-3-hydroxy-6-oxo-10-(trifluoromethyl)-3,4-dihydro-2H,6H-[1,4]thiazepino[2,3,4-ij]quinazolin-8-yl)-3-methylpiperazine-1-carboxylate